tert-butyl (2-(2-(2-(3-bromo-2-oxopropoxy)ethoxy)ethoxy)ethyl)carbamate BrCC(COCCOCCOCCNC(OC(C)(C)C)=O)=O